C(C=C)(=O)N1CCOC[C@H]1CO (2S,5R)-4-acryloyl-5-(hydroxymethyl)morpholin